1-(4-(piperidin-1-ylsulfonyl)phenyl)pyrrolidin-2-one N1(CCCCC1)S(=O)(=O)C1=CC=C(C=C1)N1C(CCC1)=O